C(C)S(=O)(=O)NC1=C(C=C(C=C1)C1=NNC(=C1C(=O)N)NC1=NC(=CC=C1)OCCOC)OCC1=CC=C(C=C1)F 3-(4-(ethylsulfonamido)-3-((4-fluorobenzyl)oxy)phenyl)-5-((6-(2-methoxyethoxy)pyridin-2-yl)amino)-1H-pyrazole-4-carboxamide